ethyl (3-(benzyloxy)-4-methyl-5-(1-phenyl-1H-pyrazol-4-yl)picolinoyl)glycinate C(C1=CC=CC=C1)OC=1C(=NC=C(C1C)C=1C=NN(C1)C1=CC=CC=C1)C(=O)NCC(=O)OCC